C(C1=CC=CC=C1)C=1C=NC(=NC1)C(CNC=1C=NN2C1C=CC(=C2)C=2C=NN(C2)C)N 1-(5-benzyl-pyrimidin-2-yl)-N2-(6-(1-methyl-1H-pyrazol-4-yl)pyrazolo[1,5-a]pyridin-3-yl)ethane-1,2-diamine